N,6-dimethyl-5-(4-((3-methyl-2,4-dioxo-1,2,3,4-tetrahydrothieno[3,2-d]pyrimidin-6-yl)methyl)piperidin-1-yl)picolinamide CNC(C1=NC(=C(C=C1)N1CCC(CC1)CC1=CC=2NC(N(C(C2S1)=O)C)=O)C)=O